3-bromo-2,2-dimeth-yl-propane-nitrile BrCC(C#N)(C)C